(S)-(±)-hydroxytetrahydrofuran O[C@H]1OCCC1 |r|